O=C([C@H](CCC(NCCO[C@@H]1O[C@H]([C@H]([C@H]([C@@H]1O)O)O)C)=O)NC(OCC1=CC=CC=C1)=O)NCCO[C@@H]1O[C@H]([C@H]([C@H]([C@@H]1O)O)O)C Benzyl ((S)-1,5-dioxo-1,5-bis((2-(((2R,3S,4R,5S,6S)-3,4,5-trihydroxy-6-methyltetrahydro-2H-pyran-2-yl)oxy)ethyl)amino)pentan-2-yl)carbamate